(R)-6-chloro-3-((1-(3,6-dimethyl-2-(4-(1-methyl-1H-pyrazol-4-yl)piperidin-1-yl)-4-oxo-3,4-dihydroquinazolin-8-yl)ethyl)amino)-N-(methylsulfonyl)picolinamide ClC1=CC=C(C(=N1)C(=O)NS(=O)(=O)C)N[C@H](C)C=1C=C(C=C2C(N(C(=NC12)N1CCC(CC1)C=1C=NN(C1)C)C)=O)C